C1(=CC=CC=C1)C(C(C(CC(=O)C1=CC=CC=C1)C1=CC=CC=C1)C1=CC=CC=C1)=O 1,2,3,5-tetraphenyl-1,5-pentanedione